CC1=CC=CC(=N1)C1=C(C=NN1)C=1C=C2C=C(C=NC2=CC1)C(=O)OCCN1C[C@H](CCC1)N 2-[(3S)-3-amino-1-piperidyl]ethyl 6-[5-(6-methyl-2-pyridyl)-1H-pyrazol-4-yl]quinoline-3-carboxylate